1,2-dihydroacenaphthylene-1-amine C1(CC2=CC=CC3=CC=CC1=C23)N